N-[3-(6-amino-7H-pyrrolo[3,2-d]pyrimidin-2-yl)-2,4-difluorophenyl]-5-chloro-2-methoxypyridine-3-sulfonamide NC=1CC=2N=C(N=CC2N1)C=1C(=C(C=CC1F)NS(=O)(=O)C=1C(=NC=C(C1)Cl)OC)F